ClC=1C(=CC(=C(C(=O)O)C1)CC1=C(C=C(C=C1)F)C1CC1)C(F)(F)F 5-chloro-2-(2-cyclopropyl-4-fluorobenzyl)-4-(trifluoromethyl)benzoic acid